CCCCCCCCC(CCCCCCCC)OC(CCCCCCCBr)=O 8-bromooctanoic acid-9-heptadecyl Ester